N-butyl-glycine C(CCC)NCC(=O)O